OC1=CC=C(C=C1)C1=CC=C(C=C1)O 4,4'-dihydroxy-1,1'-biphenyl